2-(5-methyl-1,3,4-oxadiazol-2-yl)-morpholine CC1=NN=C(O1)C1CNCCO1